dibenz[b,d]thiophene C1=CC=CC=2SC3=C(C21)C=CC=C3